CC1=CC=C(C=C1)S(=O)(=O)OC1CCC2(OCCO2)CC1 1,4-dioxaspiro[4.5]decane-8-yl 4-methylbenzenesulfonate